2-(1-((2-(3,5-dichloro-phenyl)-6-((2-(4-(4-hydroxybutan-2-yl)piperazin-1-yl)pyrimidin-5-yl)oxy)pyridin-4-yl)methyl)piperidin-4-yl)acetic acid ClC=1C=C(C=C(C1)Cl)C1=NC(=CC(=C1)CN1CCC(CC1)CC(=O)O)OC=1C=NC(=NC1)N1CCN(CC1)C(C)CCO